4-(7-(pyridin-3-yl)-4-(pyridin-4-yl)-5H-pyrrolo[3,2-d]pyrimidin-2-yl)morpholine N1=CC(=CC=C1)C1=CNC2=C1N=C(N=C2C2=CC=NC=C2)N2CCOCC2